FC(C1=NC=CC(=N1)OC1CCC2(CN(C2)C=O)CC1)(F)F [7-[2-(trifluoromethyl)pyrimidin-4-yl]oxy-2-azaspiro[3.5]nonan-2-yl]methanone